C(C1=CC=CC=C1)OC1=NC(=CC=C1C1=NN(C2=CC(=CC=C12)C=1C(=NN(C1C)CC(=O)OCC)C)C)OCC1=CC=CC=C1 ethyl 2-[4-[3-(2,6-dibenzyloxy-3-pyridyl)-1-methyl-indazol-6-yl]-3,5-dimethyl-pyrazol-1-yl]acetate